C(C)(C)(C)OCC(C(=O)OCC)OS(=O)(=O)C(F)(F)F ethyl 3-tert-butoxy-2-[(trifluoromethanesulfonyl)oxy]propanoate